methyl-(2-fluorophenyl)carbamic acid tert-butyl ester C(C)(C)(C)OC(N(C1=C(C=CC=C1)F)C)=O